OC(=O)C(F)(F)F.N1=CNC(C=C1)=O pyrimidin-4-one TFA salt